C1(CCC1)CN1CCN(CC1)C=1C=CC(=NC1)C1=NNC(=C1C(C)C)C=1C=C(C=2N(C1)N=CN2)OC 6-(3-(5-(4-(cyclobutylmethyl)piperazin-1-yl)pyridin-2-yl)-4-isopropyl-1H-pyrazol-5-yl)-8-methoxy-[1,2,4]triazolo[1,5-a]pyridine